FC(OC1=C(C(=O)NCC2=NNC(=N2)C2=C(C=CC(=C2)F)OC)C=CC=C1F)F 2-(difluoromethoxy)-3-fluoro-N-((5-(5-fluoro-2-methoxyphenyl)-1H-1,2,4-triazol-3-yl)methyl)benzamide